methyl 2-(triphenyl-λ5-phosphaneylidene)acetate C1(=CC=CC=C1)P(=CC(=O)OC)(C1=CC=CC=C1)C1=CC=CC=C1